(Chloro)(methoxy)sulfobenzoic anhydride ClC1=C(C(=C(C(=O)OC(C2=C(C(=C(C=C2)Cl)OC)S(=O)(=O)O)=O)C=C1)S(=O)(=O)O)OC